Methyl (R)-2-(pyrrolidin-3-ylmethyl)thiazole-5-carboxylate N1C[C@H](CC1)CC=1SC(=CN1)C(=O)OC